3-(3-chloro-5-(trifluoromethyl)pyridin-2-yl)-2-oxo-2,3-dihydrobenzothiazol ClC=1C(=NC=C(C1)C(F)(F)F)N1C(SC2=C1C=CC=C2)=O